C(C)(C)(C)OC(=O)N1C[C@@H](N(CC1)CC1=CC(=C(C=C1)OC(F)(F)F)F)C=O (3R)-4-{[3-fluoro-4-(trifluoromethoxy)phenyl]Methyl}-3-formylpiperazine-1-carboxylic acid tert-butyl ester